C(C)(C)C(CC(=O)O)CCCC(=O)O 3-Isopropylheptanedioic acid